CC(C)(CCN1N=CC(=C1)B1OC(C(O1)(C)C)(C)C)O 2-Methyl-4-(4-(4,4,5,5-tetramethyl-1,3,2-dioxaborol-2-yl)-1H-pyrazol-1-yl)butan-2-ol